C(C)(C)(C)OC(CN1C(C2=CC(=CC(=C2CC1)F)N[C@]1(CN(CC1)C(=O)[O-])C1=C(C(=CC=C1F)Cl)Cl)=O)=O (s)-3-((2-(2-(tert-butoxy)-2-oxoethyl)-5-fluoro-1-oxo-1,2,3,4-tetrahydroisoquinolin-7-yl)amino)-3-(2,3-dichloro-6-fluorophenyl)pyrrolidine-1-carboxylate